N-{[5-fluoro-6-(tetrahydro-2H-pyran-4-ylmethoxy)pyridin-3-yl]sulfonyl}-2-(1H-pyrrolo[2,3-b]pyridin-5-yloxy)benzamide FC=1C=C(C=NC1OCC1CCOCC1)S(=O)(=O)NC(C1=C(C=CC=C1)OC=1C=C2C(=NC1)NC=C2)=O